NC1=NC=CC=C1C1=NC=2C(=NC(=CC2)C2=CC=CC=C2)N1C1=CC=C(CN2CCC(CC2)C(C(=O)O)(C)C)C=C1 2-(1-(4-(2-(2-aminopyridin-3-yl)-5-phenyl-3H-imidazo[4,5-b]pyridin-3-yl)benzyl)piperidin-4-yl)-2-methylpropanoic acid